5,5-dimethyl-2-[1-methyl-3-(3-pyridyl)-5-pyrazolylcarbonylamino]-3-hexenoic acid CC(C=CC(C(=O)O)NC(=O)C1=CC(=NN1C)C=1C=NC=CC1)(C)C